F[B-](F)(F)F.[NH4+].N1CCCC1.N1CCCC1 dipyrrolidine ammonium tetrafluoroborate